((1-methyl-1H-pyrazol-3-yl)methoxy)-6-(2-methyl-2H-indazol-5-yl)isoindolin-1-one CN1N=C(C=C1)CON1C(C2=CC(=CC=C2C1)C1=CC2=CN(N=C2C=C1)C)=O